C(CCCCCCCCC)(=O)OCC(CCCCCC)CCCCCC 2-hexyl-1-octyl decanoate